tert-butyl (4-bromo-2,6-difluorophenyl)carbamate BrC1=CC(=C(C(=C1)F)NC(OC(C)(C)C)=O)F